N-ethoxy-6-((6-fluoro-2-Methylpyridin-3-yl)amino)-4-((5-fluoro-4-isopropyl-2-(N-methylmethanesulfonamido)phenyl)amino)nicotinamide C(C)ONC(C1=CN=C(C=C1NC1=C(C=C(C(=C1)F)C(C)C)N(S(=O)(=O)C)C)NC=1C(=NC(=CC1)F)C)=O